FC1=C(C=C(C=C1)O)C(=O)N1CC2(C1)CC(C2)N2N=C(C=C2C(F)(F)F)C2=C(C=CC=C2)C(F)(F)F (2-fluoro-5-hydroxyphenyl)(6-{5-(trifluoromethyl)-3-[o-(trifluoromethyl)phenyl]-1-pyrazolyl}-2-aza-2-spiro[3.3]heptyl)methanone